N-[4-(3-cyanophenyl)-5-(2,6-dimethyl-4-pyridyl)thiazol-2-yl]-2-oxo-1,8-diazaspiro[4.5]decane C(#N)C=1C=C(C=CC1)C=1N=C(SC1C1=CC(=NC(=C1)C)C)N1CCC2(CCC(N2)=O)CC1